4-((allylamino)methyl)phenol C(C=C)NCC1=CC=C(C=C1)O